3,5-difluoro-4-formylbenzonitrile FC=1C=C(C#N)C=C(C1C=O)F